5-(2-((1-Benzyl-piperidin-4-yl)methyl)-1H-pyrrolo[2,3-b]pyridin-4-yl)-1H-indazol-3-amine C(C1=CC=CC=C1)N1CCC(CC1)CC1=CC=2C(=NC=CC2C=2C=C3C(=NNC3=CC2)N)N1